CN1C(SC2=C1C=C(C=C2)N2CCCC1=CC(=CC=C21)C=2C=NN(C2)C)=O 3-methyl-5-[6-(1-methyl-pyrazol-4-yl)-3,4-dihydro-2H-quinolin-1-yl]-1,3-benzothiazol-2-one